[Br-].C(CCCCCCCCCCC)N1CN(C=C1)CCCCCCCCCCCCCC 1-dodecyl-3-tetradecyl-imidazole bromide salt